C(=O)O.N1C(CCCC1=O)=O piperidine-2,6-dione, formic acid salt